2-((4'-fluoro-2'-(2-(pyridin-3-yl)ethoxy)-[1,1'-biphenyl]-3-yl)oxy)-N,N-dimethylethan-1-amine FC1=CC(=C(C=C1)C1=CC(=CC=C1)OCCN(C)C)OCCC=1C=NC=CC1